CC1=CC2=C(C3=CC=C(C=C3C(=C2C=C1)OC(=O)OC)C)OC(=O)OC 2,6-dimethyl-9,10-bis(methoxycarbonyloxy)anthracene